ethyl 5-piperidin-1-yl-7-(trifluoromethyl)pyrazolo[1,5-a]pyrimidine-2-carboxylate Ethyl-5-bromo-7-(trifluoromethyl)pyrazolo[1,5-a]pyrimidine-2-carboxylate C(C)OC(=O)C1=NN2C(N=C(C=C2C(F)(F)F)Br)=C1.N1(CCCCC1)C1=NC=2N(C(=C1)C(F)(F)F)N=C(C2)C(=O)OCC